ClC1=C(C=C(C=C1)NC(=O)C=1C=2CC[C@@H](C2C(=CC1)F)NS(=O)(=O)CC(C)C)F (S)-N-(4-chloro-3-fluorophenyl)-7-fluoro-1-((2-methylpropyl)sulfonamido)-2,3-dihydro-1H-indene-4-carboxamide